CS(=O)(=O)O[N+](CC(C=C)=O)(C)C (dimethyl (2-oxobut-3-en-1-yl) ammonio) methanesulfonate